FC1(CCC(CC1)CN1N=C(C(=C1C(=O)NC1=CC(=NC=C1)C(=O)NC)C(F)(F)F)C)F 4-(1-((4,4-difluorocyclohexyl)methyl)-3-methyl-4-(trifluoromethyl)-1H-pyrazole-5-carboxamido)-N-methylpicolinamide